BrC1=NN(C2=CN=CC=C21)C=2C=NN(C2)CC 3-bromo-1-(1-ethyl-1H-pyrazol-4-yl)-1H-pyrazolo[3,4-c]pyridine